8-Hexyl-8-pentylhexadecane C(CCCCC)C(CCCCCCC)(CCCCCCCC)CCCCC